(5aR,6S,7S,8R,8aS)-7-((dimethylamino)methyl)-1,3-dimethoxy-5a-(4-(4-methylpiperazin-1-yl)phenyl)-6-phenyl-5a,6,7,8-tetrahydro-8aH-cyclopenta[4,5]furo[3,2-c]pyridine-8,8a-diol CN(C)C[C@@H]1[C@H]([C@]2([C@](C=3C(=NC(=CC3O2)OC)OC)([C@@H]1O)O)C1=CC=C(C=C1)N1CCN(CC1)C)C1=CC=CC=C1